Br[Au](Br)(Br)Br.[K] potassium tetrabromogold